C1(=CC=CC=C1)S(=O)(=O)O.FC(OC1=CC=C(C=C1)C1=NC2=C(N1CC1=C(OCCCCCC(=O)O)C=CC=C1)C=CC=C2)(F)F 6-(2-((2-(4-(trifluoromethoxy)phenyl)-1H-benzo[d]imidazol-1-yl)methyl)phenoxy)hexanoic acid benzenesulfonate